C(CCCCCCCCCCCCCCCCCCC)N icosylamine